6-((1S,5R)-2-azabicyclo[3.1.0]hexan-2-yl)-N-(3-(N-(tert-butyl)sulfamoyl)phenyl)-2-(6-azaspiro[2.5]octan-6-yl)nicotinamide [C@H]12N(CC[C@@H]2C1)C1=NC(=C(C(=O)NC2=CC(=CC=C2)S(NC(C)(C)C)(=O)=O)C=C1)N1CCC2(CC2)CC1